N-tert-Butoxycarbonyl-N-[4-(2-chlorophenylamino)-3-[2-(dimethylamino)ethyl]phenyl]carbamic acid tert-butyl ester C(C)(C)(C)OC(N(C1=CC(=C(C=C1)NC1=C(C=CC=C1)Cl)CCN(C)C)C(=O)OC(C)(C)C)=O